Methyl 2-(((tert-butoxycarbonyl)amino)methyl)-5-fluoro-3-(4,4,5,5-tetramethyl-1,3,2-dioxaborolan-2-yl)benzofuran-7-carboxylate C(C)(C)(C)OC(=O)NCC=1OC2=C(C1B1OC(C(O1)(C)C)(C)C)C=C(C=C2C(=O)OC)F